(2-(ethoxymethoxy)naphthalen-1-yl)magnesium bromide C(C)OCOC1=C(C2=CC=CC=C2C=C1)[Mg]Br